2-(1-(tert-butoxycarbonyl)-3,3-difluoropiperidin-4-ylidene)acetic acid C(C)(C)(C)OC(=O)N1CC(C(CC1)=CC(=O)O)(F)F